C(C)(=O)N1CC(C1)N1C=CC=2C1=NC(=CC2CN2CCCC2)C=2C=C1CN(C(C1=CC2)=O)C2C(NC(CC2)=O)=O 3-(5-(1-(1-Acetylazetidin-3-yl)-4-(pyrrolidin-1-ylmethyl)-1H-pyrrolo[2,3-b]pyridin-6-yl)-1-oxo-isoindolin-2-yl)piperidine-2,6-dione